C(C1=CC=CC=C1)(=O)NC=1NC(C=2N=CN([C@H]3C[C@H](O)[C@@H](COC(C4=CC=C(C=C4)OC)(C4=CC=C(C=C4)OC)C4=CC=CC=C4)O3)C2N1)=O N2-benzoyl-5'-O-(4,4'-dimethoxytrityl)-2'-deoxyguanosine